NCCCCCCCCCCC1=CC=CC=2NC(N(C21)C)=O 4-(10-Aminodecyl)-3-methyl-2-oxo-benzimidazol